C(C)OC(=O)[C@@]12C(N[C@@H](CC1)C2)=O Ethyl-(1S,4S)-3-oxo-2-azabicyclo[2.2.1]heptane-4-carboxylate